(+/-)-1-benzyl-N3-methyl-N5-((cis)-2-methylcyclopropyl)-2-oxo-1,2-Dihydropyridine-3,5-dicarboxylic acid diamide C(C1=CC=CC=C1)N1C(C(=CC(=C1)C(=O)N[C@H]1[C@H](C1)C)C(=O)NC)=O |r|